7-Bromo-1-methyl-1H-indole BrC=1C=CC=C2C=CN(C12)C